NC1=C(C(=O)NC2=CC=C(C=C2)CCN2CC3=CC=NC=C3CC2)C=C(C(=C1)OC)OC 2-amino-N-(4-(2-(3,4-dihydro-2,6-naphthyridin-2(1H)-yl)ethyl)phenyl)-4,5-dimethoxybenzamide